1-(4-(3-isopropyl-2-(8-methoxy-[1,2,4]triazolo[1,5-a]pyridin-6-yl)-1H-indol-5-yl)piperidin-1-yl)-2-((3-methyl-oxetan-3-yl)amino)ethan-1-one C(C)(C)C1=C(NC2=CC=C(C=C12)C1CCN(CC1)C(CNC1(COC1)C)=O)C=1C=C(C=2N(C1)N=CN2)OC